C(C)(C)(C)C1=CC=C(OC2=NC=C(C=C2)[N+](=O)[O-])C=C1 2-(4-(tert-butyl)phenoxy)-5-nitropyridine